scandium oxyfluoride O(F)F.[Sc]